Endo-4-(4-chlorobenzyl)-2-(3-(pyrimidin-4-yl)-1H-pyrazol-5-yl)-2-azabicyclo[3.1.0]hexan-3-one ClC1=CC=C(CC2C(N(C3CC23)C2=CC(=NN2)C2=NC=NC=C2)=O)C=C1